ClC=1[C-](C=CC1)C(C)C.[CH-]1C=CC=C1.[Fe+2] chloro-isopropylferrocene